C(C)OC(=O)C=1C=NN(C1C#N)COCC[Si](C)(C)C.FC(C1=NOC(=C1)C1=C(C=CC=C1OC=1SC(=CN1)C=C)F)F 3-(difluoromethyl)-5-[2-fluoro-6-(5-vinylthiazol-2-yl)oxy-phenyl]isoxazole ethyl-5-cyano-1-(2-trimethylsilylethoxymethyl)pyrazole-4-carboxylate